ClC1=NC=C(C(=C1)C1=C(C(=O)OC)C=CC(=C1)C([2H])([2H])[2H])OC methyl 2-(2-chloro-5-methoxypyridin-4-yl)-4-(methyl-d3)benzoate